2-carboxyethylphosphonic acid C(=O)(O)CCP(O)(O)=O